2-(5-amino-2-(furan-2-yl)-7H-pyrazolo[4,3-e][1,2,4]triazolo[1,5-c]pyrimidin-7-yl)-N-((3-hydroxyoxetan-3-yl)methyl)-2-(m-tolyl)propanamide NC1=NC2=C(C=3N1N=C(N3)C=3OC=CC3)C=NN2C(C(=O)NCC2(COC2)O)(C)C=2C=C(C=CC2)C